tert-butyl (S)-(4,4-difluoropiperidin-3-yl)carbamate FC1([C@H](CNCC1)NC(OC(C)(C)C)=O)F